C1(CC1)C=1NC(=NN1)C=1C(=CC(=C(C1)NC(=O)C=1C=NN2C1C=CC(=C2)F)CO)F N-[5-(5-Cyclopropyl-4H-1,2,4-triazol-3-yl)-4-fluoro-2-(hydroxymethyl)phenyl]-6-fluoropyrazolo[1,5-a]pyridine-3-carboxamide